5-((+)-1-amino-3-cyclopropyl-1-(pyridin-4-yl)propyl)-2-azabicyclo[3.1.0]hexane-3-carboxamide NC(CCC1CC1)(C1=CC=NC=C1)C12CC(NC2C1)C(=O)N